Cl.ClCC1=NC=C(C=C1)I (chloromethyl)-5-iodo-pyridine hydrochloride